3,3-dimethylbutanenitrile CC(CC#N)(C)C